[6-(1,1-Dioxo-isothiazolidin-2-yl)-2-ethyl-imidazo[1,2-a]pyridin-3-yl]-[4-(4-fluoro-phenyl)-thiazol-2-yl]-methyl-amine O=S1(N(CCC1)C=1C=CC=2N(C1)C(=C(N2)CC)N(C)C=2SC=C(N2)C2=CC=C(C=C2)F)=O